3,5-di(tertiary butyl)-4-hydroxy-phenyl-propionyl chloride C(C)(C)(C)C=1C=C(C=C(C1O)C(C)(C)C)CCC(=O)Cl